NC=1NC(N=C(N1)N)(C1=CC=CC=C1)N(C)C 2,4-diamino-6-dimethylamino-6-phenyl-1,3,5-triazine